COC1=CC=C(CN(C2=CC(=C(C(=N2)C2=C(C(=C3C(NC=NC3=C2F)=O)F)Cl)C(F)(F)F)C)CC2=CC=C(C=C2)OC)C=C1 7-(6-(bis(4-methoxybenzyl)amino)-4-methyl-3-(trifluoromethyl)pyridin-2-yl)-6-chloro-5,8-difluoroquinazolin-4(3H)-one